N-(3-((2,6-dioxopiperidin-3-yl)amino)phenyl)acetamide hydrochloride Cl.O=C1NC(CCC1NC=1C=C(C=CC1)NC(C)=O)=O